CC1=CC=C(C=N1)CN1N=C2C3=C(CC4(C2=C1)CC4)OC(=C3C(F)(F)F)C(=O)NC[C@H]3OCCC3 2'-[(6-Methylpyridin-3-yl)methyl]-N-{[(2S)-oxolan-2-yl]methyl}-8'-(trifluoromethyl)-2',5'-dihydrospiro[cyclopropane-1,4'-furo[2,3-g]indazole]-7'-carboxamide